2,2,2-Trifluoro-N-phenyl-N-((2S,4R)-2-phenylpiperidin-4-yl)acetamide hydrochloride Cl.FC(C(=O)N([C@H]1C[C@H](NCC1)C1=CC=CC=C1)C1=CC=CC=C1)(F)F